C(C)(C)(C)[C@@]12CC(C[C@@H](CCC1)N2)N(C=2N=NC(=CN2)C2=CC=C(C=1N=CSC12)C=1C=NN(C1)C1OCCCC1)C tert-butyl-(1S,5R)-3-[methyl-[6-[4-(1-tetrahydropyran-2-ylpyrazol-4-yl)-1,3-benzothiazol-7-yl]-1,2,4-triazin-3-yl]amino]-9-azabicyclo[3.3.1]nonane